C(C=C)[Si](Cl)(Cl)Cl 2-propenyl-trichlorosilane